bromoacetic acid 2,3-dibromoprop-2-en-1-yl ester 2,3-dibromoprop-2-en-1-yl-2-bromopropionate BrC(COC(C(C)Br)=O)=CBr.BrC(COC(CBr)=O)=CBr